ClC=1C=C(C=CC1F)N(C(=O)OCC1CCC(CC1)COCC(=O)O)C1=CC(=CC=C1)F 2-(((1r,4r)-4-(((3-chloro-4-fluorophenyl)(3-fluorophenyl)carbamoyl-oxy)methyl)cyclohexyl)methoxy)acetic acid